C1=C2C=3C=4C(=CC=CC4NC3C=C1)C=C2 4H-benzo[del]carbazole